water cobalt nickel [Ni].[Co].O